5-(4-nitro-1,2,3-triazol-2-yl)-2-amino-tetrazole [N+](=O)([O-])C1=NN(N=C1)C=1N=NN(N1)N